NC1(COC1)CNC1=NC(=NC2=CC=C(C=C12)C)N1C2=C(N(C3=C(C1)C=CC=C3)C)C=CC(=C2)Cl N-((3-aminooxetan-3-yl)methyl)-2-(8-chloro-5-methyl-5,11-dihydro-10H-dibenzo[b,e][1,4]diazepine-10-Yl)-6-methylquinazolin-4-amine